8-[4-(hexyloxy)-3-methyl-phenyl]-5-methoxy-4-[(1-naphthyl)methyl]-2-oxo-7-thia-1-azabicyclo[4.3.0]non-3,5,8-triene-9-carboxylic acid C(CCCCC)OC1=C(C=C(C=C1)C=1SC2=C(C(=CC(N2C1C(=O)O)=O)CC1=CC=CC2=CC=CC=C12)OC)C